[Si](C)(C)(C(C)(C)C)OCCCN1N=C(C(=C1)C=O)C 1-(3-{[tert-butyl(dimethyl)silyl]oxy}propyl)-3-methyl-1H-pyrazole-4-carbaldehyde